C(CCC)C=C(C(=O)O)C.C(C(=C)C)(=O)OCCCC n-butyl methacrylate (normal butyl methacrylate)